[(2S)-1-methyl-pyrrolidine-2-yl]diphenylmethanol CN1[C@@H](CCC1)C(O)(C1=CC=CC=C1)C1=CC=CC=C1